ClC=1C=C(C=CC1F)NC1=NC=CC2=CC(=C(C=C12)C(C(=O)N)=CN1CCCC1)OC (1-((3-chloro-4-fluorophenyl)amino)-6-methoxyisoquinolin-7-yl)-3-(pyrrolidin-1-yl)propenamide